(R)-(4-Fluorophenyl)(8-methyl-3-(4-methylbenzo[d]thiazol-2-yl)-5,6-dihydro-[1,2,4]Triazolo[4,3-a]pyrazin-7(8H)-yl)methanone FC1=CC=C(C=C1)C(=O)N1[C@@H](C=2N(CC1)C(=NN2)C=2SC1=C(N2)C(=CC=C1)C)C